FC1=CC=C(C=C1)[C@@H]1N(CCC2=CC=CC=C12)C(=O)[C@H]1OC[C@@](CC1)([N+](=O)[O-])CO ((S)-1-(4-fluorophenyl)-3,4-dihydroisoquinolin-2(1H)-yl)((2S,5S)-5-(hydroxymethyl)-5-nitrotetrahydro-2H-pyran-2-yl)methanone